isopropyl (7-((2R,3S,4R,5R)-3-fluoro-4-hydroxy-5-(hydroxymethyl) tetrahydrofuran-2-yl)-5-iodo-7H-pyrrolo[2,3-d]pyrimidin-4-yl)carbamate F[C@@H]1[C@@H](O[C@@H]([C@H]1O)CO)N1C=C(C2=C1N=CN=C2NC(OC(C)C)=O)I